N=1N=CN(C1)C1=CC(=C2C=NNC2=C1)NCCCNC(CCNCC=1NC2=CC(=CC=C2C1)Cl)=O N-(3-((6-(4H-1,2,4-triazol-4-yl)-1H-indazol-4-yl)amino)propyl)-3-(((6-chloro-1H-indol-2-yl)methyl)amino)propanamide